OCC=1C=CC=2N(N1)C=C(N2)[C@H](C2CCC(CC2)C)NC(OCC2=CC=CC=C2)=O benzyl ((S)-(6-(hydroxymethyl)imidazo[1,2-b]pyridazin-2-yl)((1r,4S)-4-methylcyclohexyl)methyl)carbamate